5-methyloxazolo[4,5-b]pyridine-2-thiol CC1=CC=C2C(=N1)N=C(O2)S